1-benzyl-3,4-ethylenedioxypyrrole C(C1=CC=CC=C1)N1C=C2C(=C1)OCCO2